BrC1=CC=CC2=C1OCCCN2 9-bromo-2,3,4,5-tetrahydro-benzo[b][1,4]oxazepine